O1C=CC=2C(=NC=CC21)NCCC2=CC=C(C=C2)NS(=O)(=O)C N-(4-(2-(furo[3,2-c]pyridin-4-ylamino)ethyl)phenyl)methanesulfonamide